(2S,4R)-N-[(6-chloro-8-methyl-imidazo[1,2-a]pyridin-2-yl)methyl]-1-[(2S)-2-(4-cyclopropyltriazol-1-yl)-3,3-dimethyl-butanoyl]-4-hydroxy-pyrrolidine-2-carboxamide ClC=1C=C(C=2N(C1)C=C(N2)CNC(=O)[C@H]2N(C[C@@H](C2)O)C([C@H](C(C)(C)C)N2N=NC(=C2)C2CC2)=O)C